C(C=C)C1=C(C=CC=C1)C1(CC(CCC1)=O)C=C 3-(2-allylphenyl)-3-vinylcyclohexan-1-one